C(C)(C)(C)OC(=O)N1C(C2(CC1)CNCC2)C2=NC=NC=C2OC2=C(C=C(C=C2)F)C(=O)OC (5-(4-fluoro-2-(methoxycarbonyl)phenoxy)pyrimidin-4-yl)-2,7-diazaspiro[4.4]nonane-2-carboxylic acid tert-butyl ester